1,1-dimethylethyl ((1R)-1-{[(6-{[4-methyl-3-(methyloxy)phenyl]oxy}-3-pyridinyl)amino]carbonyl}propyl)carbamate CC1=C(C=C(C=C1)OC1=CC=C(C=N1)NC(=O)[C@@H](CC)NC(OC(C)(C)C)=O)OC